sodium hydroxy-4,6-dichloro-1,3,5-triazine OC1=NC(=NC(=N1)Cl)Cl.[Na]